(S)-5-(2-fluorophenoxy)-N-(5-methyl-4-oxo-2,3,4,5-tetrahydropyrido[3,2-b][1,4]oxazepin-3-yl)pyridazine-3-carboxamide FC1=C(OC=2C=C(N=NC2)C(=O)N[C@@H]2C(N(C3=C(OC2)C=CC=N3)C)=O)C=CC=C1